N-(4-chloro-2-((5-chloro-2-((2-chloro-4-(4-(3-(dimethylamino)pyrrolidin-1-yl)piperidin-1-yl)-5-methylphenyl)amino)pyrimidin-4-yl)amino)phenyl)methanesulfonamide ClC1=CC(=C(C=C1)NS(=O)(=O)C)NC1=NC(=NC=C1Cl)NC1=C(C=C(C(=C1)C)N1CCC(CC1)N1CC(CC1)N(C)C)Cl